3-(5''-bromodispiro[cyclopropane-1,1'-cyclohexane-4',3''-indoline]-1''-carbonyl)-N-(sec-butyl)benzenesulfonamide BrC=1C=C2C3(CN(C2=CC1)C(=O)C=1C=C(C=CC1)S(=O)(=O)NC(C)CC)CCC1(CC3)CC1